(1S,4S)-2-[5-(trifluoromethyl)pyrazin-2-yl]-2,5-diazabicyclo[2.2.1]heptane FC(C=1N=CC(=NC1)N1[C@@H]2CN[C@H](C1)C2)(F)F